3-[(E)-2-(azetidin-3-yl)ethenyl]-5-(trifluoromethyl)-1,2-oxazole N1CC(C1)/C=C/C1=NOC(=C1)C(F)(F)F